3-[2-(3-methoxy-4-methyl-phenoxy)-4-pyridyl]-8-thia-1,3-diazaspiro[4.5]decane-2,4-dione COC=1C=C(OC2=NC=CC(=C2)N2C(NC3(C2=O)CCSCC3)=O)C=CC1C